OC1=C(C2=CC=CC=C2C=C1)\C=N\NC(CC1=CC=C(C=C1)OC)=O (E)-N'-((2-hydroxynaphthalen-1-yl)methylene)-2-(4-methoxyphenyl)acetohydrazide